C(CC)N(C1=CC=C(C=C1)C(=O)C1=CC=C(C=C1)N(CCC)CCC)CCC bis(4-(di-n-propylamino)phenyl)methanone